1-(((R)-1-((R)-3-cyclohexyl-2-methylpropanoyl)-4-hydroxy-3,3-dimethylpiperidin-4-yl)methyl)-5-((dimethyl(oxo)-λ6-sulfaneylidene)amino)-4-(2-fluorophenyl)pyridin-2(1H)-one C1(CCCCC1)C[C@H](C(=O)N1CC([C@@](CC1)(O)CN1C(C=C(C(=C1)N=S(=O)(C)C)C1=C(C=CC=C1)F)=O)(C)C)C